FC(C1=C(C=C2CCCN(C2=C1)C1=CC2=C(N(C(N2C)=O)C)C=C1C)C=1C=NN(C1)C)F 5-(7-(difluoromethyl)-6-(1-methyl-1H-pyrazol-4-yl)-3,4-dihydroquinolin-1(2H)-yl)-1,3,6-trimethyl-1H-benzo[d]imidazol-2(3H)-one